tert-butyl 2-[[4-[4-[tert-butyl(dimethyl)silyl]oxy-4-methyl-1-piperidyl]-3-(4-cyano-3-fluoro-phenyl)phenyl]methyl]morpholine-4-carboxylate [Si](C)(C)(C(C)(C)C)OC1(CCN(CC1)C1=C(C=C(C=C1)CC1CN(CCO1)C(=O)OC(C)(C)C)C1=CC(=C(C=C1)C#N)F)C